NC1=NC=C(C2=C1C(=C(N2C)C2=C(C=C(C=C2)NC(C(=C)C)=O)F)C2=CC=C(C=C2)OC2=NC=CC(=N2)C)C#N N-(4-(4-amino-7-cyano-1-methyl-3-(4-((4-methylpyrimidin-2-yl)oxy)phenyl)-1H-pyrrolo[3,2-c]pyridin-2-yl)-3-fluorophenyl)methacrylamide